C(C)(=O)C1=C(C=CC(=C1)Br)NC(C1=NC=CC=C1)=O N-(2-acetyl-4-bromophenyl)picolinamide